[I-].C(C)[N+]1=CC=C(C=C1)C=CC1=C(C=CC=C1)O 1-Ethyl-4-(2-hydroxystyryl)pyridinium iodide